Methyl 4-[(2-amino-4-(hex-1-en-1-yl)-5H-pyrrolo[3,2-d]pyrimidin-5-yl)methyl]-3-methoxybenzoate NC=1N=C(C2=C(N1)C=CN2CC2=C(C=C(C(=O)OC)C=C2)OC)C=CCCCC